ClC=1C=2C(N=C3N(C2C=CC1)C1=CC=C(C=C1C3(C)C)C3CCN(CC3)CC3CCC(CC3)NC=3C=C1C(N(C(C1=CC3)=O)C3C(NC(CC3)=O)=O)=O)=O 5-(((1r,4r)-4-((4-(4-chloro-7,7-dimethyl-5-oxo-5,7-dihydroindolo[1,2-a]quinazolin-9-yl)piperidin-1-yl)methyl)cyclohexyl)amino)-2-(2,6-dioxopiperidin-3-yl)isoindoline-1,3-dione